BrC1=CC=C2CN3C(=NC2=C1)SC=C3CSC=3NC1=CC=CC=C1CN3 8-bromo-3-(((1,4-dihydroquinazolin-2-yl)thio)methyl)-5H-thiazolo[2,3-b]quinazoline